(3S)-4-[benzyl-(2-ethoxy-2-oxo-ethyl) amino]Benzyl-3-(tert-butoxycarbonylamino)-4-oxo-butyrate C(C1=CC=CC=C1)N(C1=CC=C(COC(C[C@@H](C=O)NC(=O)OC(C)(C)C)=O)C=C1)CC(=O)OCC